N-(3-chloro-2-methylphenyl)-2-cyclopentyl-6-({[2-(trifluoromethyl)phenyl]carbonyl}amino)-1H-benzoimidazole-4-carboxamide ClC=1C(=C(C=CC1)NC(=O)C1=CC(=CC=2NC(=NC21)C2CCCC2)NC(=O)C2=C(C=CC=C2)C(F)(F)F)C